N1(C=CC=C1)C(C(=O)O)C 2-(1H-PYRROL-1-YL)PROPANOIC ACID